CC=1C(=NOC1C)N(S(=O)(=O)C=1C(=CC=CC1)C1=C(C=CC=C1)COC)COC N-(4,5-dimethylisoxazol-3-yl)-N,2'-bis(methoxymethyl)-[1,1'-biphenyl]-2-sulfonamide